ClC=1C=C(C=CC1F)C(C=1N(C(=CN1)C(=O)OC)COCC[Si](C)(C)C)C1=CC(=C(C=C1)F)Cl methyl 2-[bis(3-chloro-4-fluorophenyl)methyl]-1-{[2-(trimethylsilyl)ethoxy]methyl}-1H-imidazole-5-carboxylate